6-chloro-N-ethoxy-4-((4-ethoxy-2-(N-methyl-sulfonyl-amino)phenyl)amino)nicotinamide ClC1=NC=C(C(=O)NOCC)C(=C1)NC1=C(C=C(C=C1)OCC)NS(=O)(=O)C